N-[4-[[4-[3-(4-Fluorobenzoyl)thiazolidin-4-yl]triazol-1-yl]methyl]phenyl]-2-(hydroxycarbamoyl)-4-methyl-pentanamide FC1=CC=C(C(=O)N2CSCC2C=2N=NN(C2)CC2=CC=C(C=C2)NC(C(CC(C)C)C(NO)=O)=O)C=C1